3',4'-Difluoro-3-[1-oxo-6-(1H-[1,2,3]triazol-4-yl)-1,3-dihydroisoindol-2-yl]biphenyl-4-carboxylic acid (2-oxo-1,3-oxazolidin-5-yl)methyl ester O=C1OC(CN1)COC(=O)C1=C(C=C(C=C1)C1=CC(=C(C=C1)F)F)N1C(C2=CC(=CC=C2C1)C=1N=NNC1)=O